OCCCCCCCCCCCOC1=CC=C(C=C1)N=NC1=CC=C(C=C1)OCCCCCC 4'-(11-hydroxyundecoxy)-4-n-hexyloxyazobenzene